[Se](=O)(=O)([O-])F fluoroselenat